CC1=NOC(=C1C1=CC=C2C=CN(C2=C1)CC1=NC=CC=C1)C 3,5-dimethyl-4-(1-(pyridin-2-ylmethyl)-1H-indol-6-yl)isoxazole